5-[(2R)-2-{[(cyclobutylmethyl)amino]methyl}-4-fluoro-6-hydroxy-2,3-dihydro-1H-indol-5-yl]-1λ6,2,5-thiadiazolidine-1,1,3-trione C1(CCC1)CNC[C@@H]1NC2=CC(=C(C(=C2C1)F)N1CC(NS1(=O)=O)=O)O